2-(bromomethyl)-4-chloropyridine BrCC1=NC=CC(=C1)Cl